C1(CC1)[C@H](C)N1CC=C2N1C(=CC(=N2)C2=NC(=CC=C2)F)C (S)-N-(1-cyclopropylethyl)-5-(6-fluoropyridin-2-yl)-7-methylpyrazolo[1,5-a]Pyrimidine